FC1=C(C(=C(C(=C1F)O)F)F)S(=O)(=O)O 2,3,5,6-tetrafluoro-4-hydroxy-benzenesulfonic acid